C1(CCCCCN1)=O.[K] potassium caprolactam salt